CS(=O)(=O)[N-]C1=CC(=CC=C1)[C@@H](CCNC1COC1)NC(=O)C1=CC=2C(=NC=3CC[C@@H](CC3C2)C(C)(C)C)S1 methylsulfonyl-[3-[(1R)-3-(oxetan-3-ylamino)-1-[[(6S)-6-tert-butyl-5,6,7,8-tetrahydrothieno[2,3-b]quinoline-2-carbonyl]amino]propyl]phenyl]azanide